4-(aminomethyl)cyclohexane-1-carboxylic acid NCC1CCC(CC1)C(=O)O